ClC1=C2C(=CC=NC2=CC(=C1)[N+](=O)[O-])N1CCC(CC1)(F)F 5-chloro-4-(4,4-difluoropiperidin-1-yl)-7-nitroquinoline